NC(CCC(C(=O)O)N1C(C2=CC=CC(=C2C1=O)F)=O)=O 5-amino-2-(4-fluoro-1,3-dioxoisoindolin-2-yl)-5-oxopentanoic acid